(R)-2,2,2-trifluoro-1-(6-(2-methyl-2H-1,2,3-triazol-3-yl)pyridin-3-yl)ethanol FC([C@H](O)C=1C=NC(=CC1)N1N(NC=C1)C)(F)F